4-(2,2-difluoroethoxy)-1,2,5-oxadiazole-3-carbonyl chloride FC(COC=1C(=NON1)C(=O)Cl)F